O1CCC(CC1)OC1=CC=C(C=N1)CNC(=O)N1N=CC=C1 N-((6-((tetrahydro-2H-pyran-4-yl)oxy)pyridin-3-yl)methyl)-1H-pyrazole-1-carboxamide